N1N=NN=C1C1=C(C=CC=C1)B(O)O 1H-tetrazol-5-yl-phenylboronic acid